C(C)N1C[C@H](CCCC1)OC=1C=C2CN(C(C2=CC1)=O)C1C(NC(CC1)=O)=O 3-(5-(((S)-1-ethylazepan-3-yl)oxy)-1-oxoisoindolin-2-yl)piperidine-2,6-dione